CC1=C[C@H]([C@@H]([C@H](C1)C2=C(C=C(C=C2)O)O)C(=O)C3=C(C=C(C=C3)O)O)C4=C(C=C(C(=C4)[C@H]5CC(=O)C6=C(O5)C=C(C=C6)O)O)O The molecule is a member of the class of polyphenols consisting of a methylcyclohexene ring attached to a 2,4-dihydroxyphenyl, 2,4-dihydroxybenzoyl and trihydroxyflavanone moieties at positions 5'', 4'' and 3'' respectively (the 2R,3''R,4''R,5''S stereoisomer). Regarded biogenetically as a Diels-Alder adduct, it is isolated from the stem barks of Morus macroura and exhibits antioxidant activity. It has a role as an antioxidant and a plant metabolite. It is a trihydroxyflavanone, a polyphenol, an aromatic ketone and a member of 4'-hydroxyflavanones.